4-Hydroxy-N-(pyridin-2-yl)-3-{2-[4-(trifluoromethoxy)phenyl]-6-oxa-2,9-diazaspiro[4.5]decan-9-yl}butanamide OCC(CC(=O)NC1=NC=CC=C1)N1CCOC2(CCN(C2)C2=CC=C(C=C2)OC(F)(F)F)C1